methyl-(4,6-dichloro-2-pyridyl)methanol CC(O)C1=NC(=CC(=C1)Cl)Cl